C(#N)C1=NC2=CC(=CC(=C2N=C1N1CC(CCC1)(C)O)[C@@H](C)NC1=C(C(=O)O)C=CC=C1)C 2-(((1R)-1-(2-cyano-3-(3-hydroxy-3-methylpiperidin-1-yl)-7-methyl-quinoxalin-5-yl)ethyl)amino)benzoic acid